1-(phenyl)-2-nitroethane C1(=CC=CC=C1)CC[N+](=O)[O-]